Hexa-D-Arginine C(C[C@H](C(=O)N[C@H](CCCN=C(N)N)C(=O)N[C@H](CCCN=C(N)N)C(=O)N[C@H](CCCN=C(N)N)C(=O)N[C@H](CCCN=C(N)N)C(=O)N[C@H](CCCN=C(N)N)C(=O)N)N)CN=C(N)N